(1R,4R,6S,7R)-(+)-7-bromo-2-(4-methoxybenzyl)-3-oxo-2-azabicyclo[2.2.1]heptan-6-yl-acetat Br[C@H]1[C@@H]2N(C([C@H]1C[C@H]2CC(=O)[O-])=O)CC2=CC=C(C=C2)OC